FC=1C=CC(=NC1C)C1CC=NN1C(=O)C12CC(C1)(C2)COC2=NC=C(C#N)C=C2 6-((3-(5-(5-fluoro-6-methyl-pyridin-2-yl)-4,5-dihydro-1H-pyrazole-1-carbonyl)bicyclo-[1.1.1]pentan-1-yl)methoxy)-nicotinonitrile